N-(1-(1-(3-methoxyphenyl)-2-((3-methylphenyl)sulfonylamino)-2-oxoethyl)indol-4-yl)glycine COC=1C=C(C=CC1)C(C(=O)NS(=O)(=O)C1=CC(=CC=C1)C)N1C=CC2=C(C=CC=C12)NCC(=O)O